ClC1=C(C=CC=C1)C=1OC2=C(C3=C(N1)C=CC1=CC=CC=C13)C=CC=C2 6-(2-chlorophenyl)benzo[f]naphtho[2,1-d][1,3]oxazepine